C1(CC1)C(CNC1=NN2C(C=N1)=C(C=C2)C2=CC=C1C(=N2)N(C(=N1)C)C)(F)F N-(2-cyclopropyl-2,2-difluoroethyl)-5-(2,3-dimethyl-3H-imidazo[4,5-b]pyridin-5-yl)pyrrolo[2,1-f][1,2,4]triazin-2-amine